(3-(1H-imidazol-1-yl)-5-(trifluoromethyl)phenyl)-3-(4-(imidazo[1,2-b]pyridazin-3-yl)-1H-1,2,3-triazol-1-yl)-4-methylbenzamide N1(C=NC=C1)C=1C=C(C=C(C1)C(F)(F)F)C1=C(C(=O)N)C=CC(=C1N1N=NC(=C1)C1=CN=C2N1N=CC=C2)C